(Methylamino)-6-[(2-methoxybenzyl)amino]-9-(tetrahydrofuran-2-yl)-9H-purine CNC1=NC(=C2N=CN(C2=N1)C1OCCC1)NCC1=C(C=CC=C1)OC